C12(C(=O)CC(CC1)C2(C)C)CS(=O)(=O)O.C21(C(=O)CC(CC2)C1(C)C)CS(=O)(=O)O.C(C)(=O)OC Methyl acetate bis(+)-camphorsulfonate